N-(3-(1,1-difluoroethyl)phenyl)-1-(4-(difluoromethoxy)-3-(pyridin-3-yl)phenyl)-4-fluoro-3-methyl-5-oxo-4,5-dihydro-1H-pyrazole-4-carboxamide FC(C)(F)C=1C=C(C=CC1)NC(=O)C1(C(=NN(C1=O)C1=CC(=C(C=C1)OC(F)F)C=1C=NC=CC1)C)F